OC1=C(C(C)(C)C=2C=C(C=C(C2)N2N=C3C(=N2)C=CC=C3)C(C3=CC=CC=C3)(C)C)C=CC=C1 2-(2'-hydroxy-3',5'-bis(alpha,alpha-dimethylbenzyl)phenyl)benzotriazole